ClC=1C=C2CCCN(C2=CC1)C1CN(CCC1)C(=O)OC(C)(C)C tert-butyl 3-(6-chloro-3,4-dihydroquinolin-1(2H)-yl)piperidine-1-carboxylate